N-(4-((2-(2,6-dioxopiperidin-3-yl)-1,3-dioxoisoindolin-4-yl)amino)butyl)acetamide O=C1NC(CCC1N1C(C2=CC=CC(=C2C1=O)NCCCCNC(C)=O)=O)=O